1-(5-(4-((3-methyl-4-((1-methyl-1H-benzo[d][1,2,3]triazol-5-yl)oxy)phenyl)amino)pyrido[3,2-d]pyrimidin-6-yl)-3,6-dihydropyridin-1(2H)-yl)prop-2-en-1-one CC=1C=C(C=CC1OC1=CC2=C(N(N=N2)C)C=C1)NC=1C2=C(N=CN1)C=CC(=N2)C2=CCCN(C2)C(C=C)=O